5-bromo-2-methoxy-N-{4-methoxy-6-[(1H-pyrazol-1-yl)methyl]-1,2-benzoxazol-3-yl}benzene-1-sulfonamide BrC=1C=CC(=C(C1)S(=O)(=O)NC1=NOC2=C1C(=CC(=C2)CN2N=CC=C2)OC)OC